C(C1=CC=C(C(=O)OCC(CCCC)CC)C=C1)(=O)OCCCC (n-butyl) (2-ethylhexyl) terephthalate